4-[4-(4-chlorophenoxy)piperidin-1-yl]-1-methyl-2-oxo-7-(2-oxopyrrolidin-1-yl)-1,2-dihydroquinoline-3-carbonitrile ClC1=CC=C(OC2CCN(CC2)C2=C(C(N(C3=CC(=CC=C23)N2C(CCC2)=O)C)=O)C#N)C=C1